thiocresol CC1=CC=C(C=C1)S